methyl 4-(4-((4-bromo-4'-chloro-[1,1'-biphenyl]-2-yl)methyl)piperazin-1-yl)benzoate BrC1=CC(=C(C=C1)C1=CC=C(C=C1)Cl)CN1CCN(CC1)C1=CC=C(C(=O)OC)C=C1